CC(CNC(OC(C)(C)C)=O)CCC(=O)C1=CC(=NC=C1)C tert-butyl N-[2-methyl-5-(2-methyl-4-pyridyl)-5-oxo-Pentyl]carbamate